COC=1C=C(N(C(C1C(=C)C)=O)C)C(=O)OC methyl 4-methoxy-1-methyl-6-oxo-5-(prop-1-en-2-yl)-1,6-dihydropyridine-2-carboxylate